N-methyl-3-(trifluoromethyl)pyrrolidine-3-carboxamide hydrochloride Cl.CNC(=O)C1(CNCC1)C(F)(F)F